4-piperazinamidobenzenesulfonamide N1(CCNCC1)C(=O)NC1=CC=C(C=C1)S(=O)(=O)N